5,10,15,20-tetrachloro(4-cyanophenyl)porphyrin ClC=1C2=CC(=C(N2)C(=C2C=CC(C(=C3C=CC(=C(C=4C=CC1N4)Cl)N3)Cl)=N2)Cl)C2=CC=C(C=C2)C#N